tert-butyl 6-methyl-5-oxo-3,4,5,6-tetrahydro-2,6-naphthyridine-2(1H)-carboxylate CN1C(C=2CCN(CC2C=C1)C(=O)OC(C)(C)C)=O